2-phenyl-3-(4-bromobenzoyloxy)-4H-pyrido[1,2-a]pyrimidin-4-one C1(=CC=CC=C1)C=1N=C2N(C(C1OC(C1=CC=C(C=C1)Br)=O)=O)C=CC=C2